C(C)(C)(C)OC(=O)N1CC(CC(C1)C)C(=O)O 1-[(tert-butoxy)carbonyl]-5-methylpiperidine-3-carboxylic acid